[Pt+2].FC=1C=C(C=C(C1F)F)[O-].FC=1C=C(C=C(C1F)F)[O-] (3,4,5-trifluorophenolate) platinum(II)